ClC=1C=C(C=CC1F)NC(N(C=1C=NC(=NC1)OC)CC1=NNC(=C1CC(C)O)C(F)(F)F)=O (3-Chloro-4-fluorophenyl)-1-((4-(2-hydroxypropyl)-5-(trifluoromethyl)-1H-pyrazol-3-yl)methyl)-1-(2-methoxypyrimidin-5-yl)urea